C[C@H]1N(CCOC1)C1=CC(=C2C(=N1)NN=C2)C2(CC2)S(=O)(=O)C (R)-3-methyl-4-(4-(1-(methylsulfonyl)cyclopropyl)-1H-pyrazolo[3,4-b]pyridin-6-yl)morpholine